1-isocyanato-4-(isocyanatomethyl)benzene N(=C=O)C1=CC=C(C=C1)CN=C=O